N-(3-((2-(hydroxymethyl)pyrrolidin-1-yl)(phenyl)methyl)phenyl)-3-(trifluoromethyl)-1H-pyrazole-5-carboxamide OCC1N(CCC1)C(C=1C=C(C=CC1)NC(=O)C1=CC(=NN1)C(F)(F)F)C1=CC=CC=C1